4-(5-Cyano-2-methoxyphenyl)-6-methylnicotinic acid C(#N)C=1C=CC(=C(C1)C1=CC(=NC=C1C(=O)O)C)OC